C1(CC1)C=1C=NC2=C(C=C(C=C2C1)CO)N1C(N(C(C1)=O)C)=O 1-(3-cyclopropyl-6-(hydroxymethyl)quinolin-8-yl)-3-methylimidazole-2,4-dione